C(C)(C)(C)OC(=O)N1CC(C=2C1=CN=C(C2)OC)(C)C 5-methoxy-3,3-dimethyl-2,3-dihydro-pyrrolo[2,3-c]pyridine-1-carboxylic acid tert-butyl ester